tris(2,2,3,3,3-pentafluoropropyl) phosphate P(=O)(OCC(C(F)(F)F)(F)F)(OCC(C(F)(F)F)(F)F)OCC(C(F)(F)F)(F)F